C(\C=C\C(=O)O)(=O)O.CN(C1C(N(C(C1)=O)[C@H](C(=O)NCC1=C(C=CC=C1)F)C)=O)C (2S)-2-(3-(dimethylamino)-2,5-dioxopyrrolidin-1-yl)-N-(2-fluorobenzyl)propionamide fumarate